4-amino-2-cyclopentyl-7-(2-methyl-3-pyridyl)pyrazolo[3,4-d]pyrimidin-6-one NC=1C=2C(N(C(N1)=O)C=1C(=NC=CC1)C)=NN(C2)C2CCCC2